BrC1=C(CCC1)C=O 2-BROMO-CYCLOPENT-1-ENECARBALDEHYDE